5-(2-azidoethyl)-2-(trifluoromethoxy)benzaldehyde N(=[N+]=[N-])CCC=1C=CC(=C(C=O)C1)OC(F)(F)F